ClC1=C(C=CC(=C1)F)[C@]12CN(C[C@@H]2C1)C1=NN=C(N1C=1C=NC(=CC1)OC)C (1S,5R)-1-(2-chloro-4-fluorophenyl)-3-(4-(6-methoxypyridin-3-yl)-5-methyl-4H-1,2,4-triazol-3-yl)-3-azabicyclo[3.1.0]hexane